S(=O)(=O)([O-])[O-].C1(=CC=CC=C1)[P+](CC1=CC=C(C=C1)C=C)(C1=CC=CC=C1)C1=CC=CC=C1.C1(=CC=CC=C1)[P+](C1=CC=CC=C1)(C1=CC=CC=C1)CC1=CC=C(C=C1)C=C triphenyl-(4-vinylbenzyl)-phosphonium sulfate